manganese(II) sulfate hydrate O.S(=O)(=O)([O-])[O-].[Mn+2]